2,4-trans-trans-decadienal C(\C=C\C=C\CCCCC)=O